F[C@H]1[C@H](C1)N1C(C(=CC=C1)NC(=O)C1=CC2=CNN=C2C=C1OC(C)C)=O N-(1-((1S,2R)-2-fluorocyclopropyl)-2-oxo-1,2-dihydropyridin-3-yl)-6-isopropoxy-2H-indazol-5-carboxamide